ethyl (2S)-9-[5-[(3,4-difluorophenyl)methylcarbamoyl]-2-thienyl]-11-[2-(4-fluorophenyl)ethyl]-7,7-dioxo-7-thia-6,12-diazatricyclo[6.4.0.02,6]dodeca-1(8),10-diene-10-carboxylate FC=1C=C(C=CC1F)CNC(=O)C1=CC=C(S1)C1C=2S(N3CCC[C@H]3C2NC(=C1C(=O)OCC)CCC1=CC=C(C=C1)F)(=O)=O